The molecule is a sesquiterpenoid that is cedr-8(15)-ene substituted by a hydroxy group at position 9. It has a role as a plant metabolite. It is a secondary alcohol, a bridged compound and a cedrane sesquiterpenoid. C[C@@H]1CC[C@@H]2[C@@]13C[C@H](C2(C)C)C(=C)C(C3)O